NC=1C=C(C=CC1F)C(CCC1CC1)(C=1C=NC=CC1)N[S@](=O)C(C)(C)C (R)-N-((-)-1-(3-amino-4-fluorophenyl)-3-cyclopropyl-1-(pyridin-3-yl)propyl)-2-methylpropane-2-sulfinamide